C(#N)N=S1(CCN(CC1)C(=O)OCC1=CC=CC=C1)=O benzyl 1-(cyanoimino)-1λ6-thiomorpholine-4-carboxylate 1-oxide